C[Si](C)(C)[SiH]1N([SiH2]N([SiH2]N1C=C)C=C)C=C trimethylsilyl-trivinylcyclotrisilazane